4-(((1r,3s,5s)-3-(4-methylpiperidin-1-yl)-8-azabicyclo[3.2.1]oct-8-yl)sulfonyl)-2-(trifluoromethyl)thiazoleN CC1CCN(CC1)C1C[C@H]2CC[C@@H](C1)N2S(=O)(=O)C2=CN(SC2)C(F)(F)F